(1,1,1-trifluoro-2-propyl)-methylsulfanyltrimethoxysilane FC(C(C)CO[Si](OC)(OC)SC)(F)F